borneol-acrylate C12(C(CC(CC1)C2(C)C)(O)C=CC(=O)[O-])C